C(C1=CC=CC=C1)NCCC(=O)OCC Ethyl β-(benzylamino)propionate